2-methyl-5-(tributylstannyl)thiazole CC=1SC(=CN1)[Sn](CCCC)(CCCC)CCCC